FC1=C(C(=CC=C1)F)C1=N[C@H](C2=NN=C(N2C=2SC=3C(CCC3C12)C=O)C)C (7S)-9-(2,6-difluorophenyl)-3,7-dimethyl-16-thia-2,4,5,8-tetraazatetracyclo[8.6.0.02,6.011,15]Hexadeca-1(10),3,5,8,11(15)-pentaene-14-carbaldehyde